tert-butyl (2-(but-3-en-1-ylamino)ethyl)carbamate C(CC=C)NCCNC(OC(C)(C)C)=O